7-Chloro-6-(5-methyl-1H-indazol-4-yl)-2-[1-(prop-2-enoyl)pyrrolidin-3-yl]quinazolin-4(3H)-one ClC1=C(C=C2C(NC(=NC2=C1)C1CN(CC1)C(C=C)=O)=O)C1=C2C=NNC2=CC=C1C